6-fluoro-4-(6-((1-methylcyclopropyl)ethynyl)-2,3,4,5-tetrahydro-1H-pyrido[3,4-b]azepin-1-yl)quinazolin-2(1H)-one FC=1C=C2C(=NC(NC2=CC1)=O)N1C2=C(CCCC1)C(=CN=C2)C#CC2(CC2)C